3-(6-(7-(trifluoromethyl)-2-azaspiro[3.5]nonane-2-carbonyl)benzo[d]oxazol-2-yl)piperidine-2,6-dione FC(C1CCC2(CN(C2)C(=O)C2=CC3=C(N=C(O3)C3C(NC(CC3)=O)=O)C=C2)CC1)(F)F